3-(2-((dodecanoyloxy)(phenyl)methoxy)-2,2-diphenylacetoxy)spiro[bicyclo[3.2.1]octane-8,1'-pyrrolidin]-8-ium trifluoroacetate FC(C(=O)[O-])(F)F.C(CCCCCCCCCCC)(=O)OC(OC(C(=O)OC1CC2CCC(C1)[N+]21CCCC1)(C1=CC=CC=C1)C1=CC=CC=C1)C1=CC=CC=C1